4-chloro-5-(3-methoxy-4-phenoxyphenyl)-7-(1,4-dioxaspiro[4.5]decan-8-yl)-7H-pyrrolo[2,3-d]pyrimidine ClC=1C2=C(N=CN1)N(C=C2C2=CC(=C(C=C2)OC2=CC=CC=C2)OC)C2CCC1(OCCO1)CC2